COC1=C(C=C(C(=C1)CCC)OC)CCNCC1=C(C=CC=C1)F 2-(2,5-dimethoxy-4-propylphenyl)-N-(2-fluorobenzyl)ethanamine